N(=[N+]=[N-])CCCC(=O)N[C@H](CCCCN=[N+]=[N-])C(=O)N[C@H](CCCCN=[N+]=[N-])C(=O)OC1=C(C(=C(C(=C1F)F)F)F)F perfluorophenyl N2-(N2-(4-azidobutanoyl)-N6-diazo-D-lysyl)-N6-diazo-D-lysinate